FC=1C=C2C(=NC1)NN=C2C2=NN1C(C(=N2)N[C@@H]2[C@H]([C@@H]3C4CCC4[C@H]2CC3)C(=O)OCC)=CC=C1 ethyl (1R,6S,7S,8S)-8-((2-(5-fluoro-1H-pyrazolo[3,4-b]pyridin-3-yl)pyrrolo[2,1-f][1,2,4]triazin-4-yl)amino)tricyclo[4.2.2.02,5]decane-7-carboxylate